(3S,4R)-4-phenyl-3-{[4-(pyridin-3-yl)phenyl]Carbamoyl}pyrrolidine-1-carboxylic acid C1(=CC=CC=C1)[C@H]1[C@@H](CN(C1)C(=O)O)C(NC1=CC=C(C=C1)C=1C=NC=CC1)=O